N-[2-[1-[2-[4-[4-[(2,6-dioxo-3-piperidyl)amino]phenyl]-1-piperidyl]acetyl]-4-piperidyl]-6-isopropoxy-indazol-5-yl]-6-(trifluoromethyl)pyridine-2-carboxamide formic acid salt C(=O)O.O=C1NC(CCC1NC1=CC=C(C=C1)C1CCN(CC1)CC(=O)N1CCC(CC1)N1N=C2C=C(C(=CC2=C1)NC(=O)C1=NC(=CC=C1)C(F)(F)F)OC(C)C)=O